3,8-bis[3-(dibenzothiophene-4-yl)phenyl]benzobenzo[2,3-b]pyrazine C1=CC=C(C=2SC3=C(C21)C=CC=C3)C=3C=C(C=CC3)C=3N=C2C(=NC3)C=C3C=C(C=CC3=C2)C2=CC(=CC=C2)C2=CC=CC3=C2SC2=C3C=CC=C2